Cl.N[C@H](C(F)(F)F)C (2S)-2-Amino-1,1,1-trifluoropropane hydrochloride